CC1(N(CCCC1)C(=O)[O-])C=C 2-Methyl-2-vinylpiperidine-1-carboxylate